bismethylphenylphenylenediamine CN(C1=C(C=CC=C1)NC1=CC=CC=C1)C